4-methyl-4-propyl-piperidinium CC1(CC[NH2+]CC1)CCC